N-(4-(1,1,1,3,3,3-hexafluoro-2-hydroxypropan-2-yl)phenyl)-[1,1'-biphenyl]-4-carboxamide FC(C(C(F)(F)F)(O)C1=CC=C(C=C1)NC(=O)C1=CC=C(C=C1)C1=CC=CC=C1)(F)F